4-[(triisopropylsilyl)-ethynyl]-benzylamine C(C)(C)[Si](C(C)C)(C(C)C)C#CC1=CC=C(CN)C=C1